cis-3-dodecene-1,2-dicarboxylic acid C(C(\C=C/CCCCCCCC)C(=O)O)C(=O)O